5-chloro-3-cyclopropyl-N-(3-methoxy-4-(pyridin-2-yl)benzyl)pyrazolo[1,5-a]pyrimidin-7-amine ClC1=NC=2N(C(=C1)NCC1=CC(=C(C=C1)C1=NC=CC=C1)OC)N=CC2C2CC2